tert-butyl 4-(4-bromo-6-(trifluoromethyl)-1H-indazol-1-yl)piperidine-1-carboxylate BrC1=C2C=NN(C2=CC(=C1)C(F)(F)F)C1CCN(CC1)C(=O)OC(C)(C)C